ClC=1C=C(C(=O)NC(C(=O)C2=CC(=C(C=C2)Cl)F)O)C=CC1 3-chloro-N-(2-(4-chloro-3-fluorophenyl)-1-hydroxy-2-oxoethyl)benzamide